C(C)(C)(C)[C@@H](C(=O)O)CC(C(=O)N)N1C(C2=CC=C(C=C2C1)C1=NC(=C(C(=C1)CCC)C#N)N)=O.N[C@@H](CCC(=O)NCC(=O)O)C(=O)O gamma-glutamyl-glycin tert-butyl-(S)-5-amino-4-(5-(6-amino-5-cyano-4-propylpyridin-2-yl)-1-oxoisoindolin-2-yl)-5-oxopentanoate